(Z)-N-(3-(1H-1,2,4-triazol-3-ylthio)-4-oxonaphthalen-1(4H)-ylidene)benzenesulfonamide N1N=C(N=C1)SC1=C/C(/C2=CC=CC=C2C1=O)=N/S(=O)(=O)C1=CC=CC=C1